N-(1-benzyl-1H-indazol-4-yl)-2-chloro-5-{[(cyclopropylcarbonyl)amino]methyl}benzamide C(C1=CC=CC=C1)N1N=CC2=C(C=CC=C12)NC(C1=C(C=CC(=C1)CNC(=O)C1CC1)Cl)=O